2,3-dichloromaleic anhydride Cl/C=1/C(=O)OC(\C1\Cl)=O